(1-cyclohexyl-1H-benzo[d]imidazol-2-yl)(4-(4-nitrophenyl)piperazin-1-yl)methanone C1(CCCCC1)N1C(=NC2=C1C=CC=C2)C(=O)N2CCN(CC2)C2=CC=C(C=C2)[N+](=O)[O-]